C(C)OC(OCC)(OCC)[SiH2]CCCNC(C=1C(C(=O)O)=CC=CC1)=O N-[3-(triethoxymethylsilyl)propyl]phthalamic acid